ClC=1C=C(C(=O)OC)C=C(C1C(N[C@H](C(=O)OC)CC1=CC=C(C=C1)B1OC(C(O1)(C)C)(C)C)=O)Cl methyl (S)-3,5-dichloro-4-((1-methoxy-1-oxo-3-(4-(4,4,5,5-tetramethyl-1,3,2-dioxaborolan-2-yl)phenyl)propan-2-yl)carbamoyl)benzoate